Triethyl-(phenoxy(phenyl)methyl)silane C(C)[Si](C(C1=CC=CC=C1)OC1=CC=CC=C1)(CC)CC